N1=CC=CN=CC=C1 [1,5]diazocin